N-[2-[(3R)-3-aminopyrrolidin-1-yl]-2-oxo-ethyl]-4-[[3-[1-(cyanomethyl)-3-(trifluoromethyl)pyrazol-4-yl]imidazo[1,2-a]pyrazin-8-yl]amino]-2-ethyl-benzamide formate C(=O)O.N[C@H]1CN(CC1)C(CNC(C1=C(C=C(C=C1)NC=1C=2N(C=CN1)C(=CN2)C=2C(=NN(C2)CC#N)C(F)(F)F)CC)=O)=O